4-((2R,5S)-5-((4-Cyanophenoxy)methyl)-2-((R)-2,2,2-trifluoro-1-hydroxyethyl)oxazolidin-3-yl)-2-(trifluoromethyl)benzonitril C(#N)C1=CC=C(OC[C@@H]2CN([C@H](O2)[C@H](C(F)(F)F)O)C2=CC(=C(C#N)C=C2)C(F)(F)F)C=C1